The molecule is the beta anomer of D-fructofuranuronic acid. It derives from a beta-D-fructofuranose. It is a conjugate acid of a beta-D-fructuronate. C([C@@]1([C@H]([C@@H]([C@H](O1)C(=O)O)O)O)O)O